6-cyclopropyl-2-(2H3)methyl-2,7-naphthyridin-1-one C1(CC1)C=1C=C2C=CN(C(C2=CN1)=O)C([2H])([2H])[2H]